(S)-N-(2-(5,5-difluoro-1-oxa-7-azaspiro[3.5]nonan-7-yl)pyrimidin-4-yl)-5-isopropyl-8-(1,6-diazaspiro[3.3]heptan-1-yl)-2,7-naphthyridin-3-amine FC1([C@@]2(CCO2)CCN(C1)C1=NC=CC(=N1)NC=1N=CC2=C(N=CC(=C2C1)C(C)C)N1CCC12CNC2)F